tert-butyl cis-2,6-dimethylpiperazine-1-carboxylate C[C@@H]1N([C@@H](CNC1)C)C(=O)OC(C)(C)C